tert-butyl 4-(8-carbamoylcinnolin-5-yl)piperazine-1-carboxylate C(N)(=O)C=1C=CC(=C2C=CN=NC12)N1CCN(CC1)C(=O)OC(C)(C)C